4-(5-Fluoro-2-methyl-4-(4,4,5,5-tetramethyl-1,3,2-dioxaborolan-2-yl)phenyl)-1-methyl-1H-pyrazole FC=1C(=CC(=C(C1)C=1C=NN(C1)C)C)B1OC(C(O1)(C)C)(C)C